1-amino-6,7-dichloro-5-(3-fluoro-2-pyridyl)-3H-1,4-benzodiazepin-2-one NN1C(CN=C(C2=C1C=CC(=C2Cl)Cl)C2=NC=CC=C2F)=O